ClC1=C(C=CC=C1C(=O)N1CCOCC1)NC1=C(C=C(C(=O)N=C2NCCN2)C=C1C1COCC1)F 4-{[2-chloro-3-(morpholine-4-carbonyl)phenyl]amino}-3-fluoro-N-[imidazolidin-2-ylidene]-5-(oxolan-3-yl)benzamide